C1=CC2=C(C=C1C3=CC4=C(C=C3)C(=O)OC4=O)C(=O)OC2=O 3,4,3',4'-biphenyltetracarboxylic acid dianhydride